8-[(2S,5R)-4-[(2-hydroxyphenyl)methyl]-2,5-dimethylpiperazin-1-yl]-5-methyl-6-oxo-5,6-dihydro-1,5-naphthyridine-2-carbonitrile OC1=C(C=CC=C1)CN1C[C@@H](N(C[C@H]1C)C1=CC(N(C=2C=CC(=NC12)C#N)C)=O)C